N-[(1S)-1-(2,4-difluorophenyl)ethyl]-2,2-difluoro-2-(6-fluoro-2-oxo-1H-quinolin-3-yl)acetamide FC1=C(C=CC(=C1)F)[C@H](C)NC(C(C=1C(NC2=CC=C(C=C2C1)F)=O)(F)F)=O